[N+](=O)([O-])C1=CC=C(C=N1)N1CC(OCC1)C(C)(C)NC1CC1 N-(2-(4-(6-nitropyridin-3-yl)morpholin-2-yl)propan-2-yl)cyclopropanamine